BrC=1C=CC(=NC1)CS(=O)(=O)OC methyl (5-bromopyridin-2-yl)methanesulfonate